(S)-2-(2,6-dichlorobenzamido)-3-(2-(3-(5,6,7,8-tetrahydro-1,8-naphthyridin-2-yl)propanamido)acetamido)propanoic acid ClC1=C(C(=O)N[C@H](C(=O)O)CNC(CNC(CCC2=NC=3NCCCC3C=C2)=O)=O)C(=CC=C1)Cl